O1CCN(CC1)C1=C(C=NC(C1)=O)C(=O)O 4-morpholino-6-oxo-5,6-dihydropyridine-3-carboxylic acid